2-chloro-6-[2-methyl-4-(trifluoromethoxy)anilino]Benzonitrile ClC1=C(C#N)C(=CC=C1)NC1=C(C=C(C=C1)OC(F)(F)F)C